5-(3-chloro-4-fluorophenoxy)-1H-1,2,3-triazole-4-carboxylic acid ClC=1C=C(OC2=C(N=NN2)C(=O)O)C=CC1F